BrCC=1C=C2C(CC3(C2=CC1)CCC3)C3=C(C=CC=C3)C(F)(F)F 5'-(bromomethyl)-3'-(2-(trifluoromethyl)phenyl)-2',3'-dihydrospiro[cyclobutane-1,1'-indene]